3-(tert-butyl) 2-methyl (1S,2S)-1-allyl-6-benzyl-3,6-diazabicyclo[3.2.0]heptane-2,3-dicarboxylate C(C=C)[C@]12[C@H](N(CC2N(C1)CC1=CC=CC=C1)C(=O)OC(C)(C)C)C(=O)OC